3-(2-chloro-4-(methoxymethoxy)-6-(4,4,5,5-tetramethyl-1,3,2-dioxaborolan-2-yl)phenyl)propan-1-ol ClC1=C(C(=CC(=C1)OCOC)B1OC(C(O1)(C)C)(C)C)CCCO